3-{[5-chloro-6-(5-methoxy-2-pyrazinyl)-2-indolyl]methyl}-1-methyl-1-(1-methylcyclopropyl)urea ClC=1C=C2C=C(NC2=CC1C1=NC=C(N=C1)OC)CNC(N(C1(CC1)C)C)=O